2-(tert-butyl) 3-methyl (1R,3R,4R,5R)-5-((tert-butyldiphenylsilyl)oxy)-2-azabicyclo[2.2.1]heptane-2,3-dicarboxylate [Si](C1=CC=CC=C1)(C1=CC=CC=C1)(C(C)(C)C)O[C@H]1[C@H]2[C@@H](N([C@@H](C1)C2)C(=O)OC(C)(C)C)C(=O)OC